C1=CC=CC=2C3=CC=CC=C3C(C12)COC(=O)N(CC(=O)OC(C)(C)C)CC(=O)NCCO[C@H]1[C@@H](O)[C@H](O)[C@H](O)[C@@H](O1)C tert-butyl N-{[(9H-fluoren-9-yl)methoxy]carbonyl}-N-[2-({2-[(α-L-fucopyranosyl)oxy]ethyl}amino)-2-oxoethyl]glycinate